3-fluoropyrazolo[1,5-a]pyridine-5-carboxylic acid potassium salt [K+].FC=1C=NN2C1C=C(C=C2)C(=O)[O-]